C(C)OCC1(CN(CC1)CC=1C=NN(C1)C)CCC1=CSC=C1 4-((3-(ethoxymethyl)-3-(2-(thiophen-3-yl)ethyl)pyrrolidin-1-yl)methyl)-1-methyl-1H-pyrazole